4-(5-Methylhexahydropyrrolo[3,4-c]pyrrol-2(1H)-yl)-N-(3-phenylpropyl)-1H-benzo[d]imidazole-1-carboxamide CN1CC2C(C1)CN(C2)C2=CC=CC=1N(C=NC12)C(=O)NCCCC1=CC=CC=C1